N-[3-({[(1R,2R,3S,4R)-4-[5-(4-benzylthiophen-2-yl)pyrrolo[2,3-d]pyrimidin-7-yl]-2,3-dihydroxycyclopentyl]methyl}amino)propyl]-N-(2-phenylethyl)carbamate C(C1=CC=CC=C1)C=1C=C(SC1)C1=CN(C=2N=CN=CC21)[C@H]2[C@@H]([C@@H]([C@H](C2)CNCCCN(C([O-])=O)CCC2=CC=CC=C2)O)O